ClC1=CC=C(CN2C3(CCN(C3)C(=O)NCC)C(N(CC2=O)C(C)C)=O)C=C1 6-(4-chlorobenzyl)-N-ethyl-9-isopropyl-7,10-dioxo-2,6,9-triazaspiro[4.5]decane-2-carboxamide